C(C)OC=1C=NC=CC1C1=CC(=C2C(=N1)C(=NN2C(C)C)C)NCC2=NNC=C2 5-(3-ethoxy-4-pyridinyl)-1-isopropyl-3-methyl-N-(1H-pyrazol-3-ylmethyl)pyrazolo[4,3-b]pyridin-7-amine